5-(4-{[1-(methoxymethyl)cyclopropyl]amino}-5h,6h,7h,8h-pyrido[3,4-d]pyrimidine-7-carbonyl)-6-methyl-N-(1-methylcyclopropyl)furo[2,3-d]pyrimidin-4-amine COCC1(CC1)NC=1C2=C(N=CN1)CN(CC2)C(=O)C2=C(OC=1N=CN=C(C12)NC1(CC1)C)C